3-(3-(4-(((tert-butyldimethylsilyl)oxy)methyl)phenyl)-5-(5-(fluoromethoxy)pyridin-2-yl)-3H-imidazo[4,5-b]pyridin-2-yl)pyridin-2-amine [Si](C)(C)(C(C)(C)C)OCC1=CC=C(C=C1)N1C(=NC=2C1=NC(=CC2)C2=NC=C(C=C2)OCF)C=2C(=NC=CC2)N